CP(=O)(C)C=1C=CC(=C2CC(C(C12)=O)F)C1=C(C=2C=CCCC2C=C1F)C#N (7-(dimethylphosphoryl)-2-fluoro-1-oxo-2,3-dihydro-1H-inden-4-yl)-3-fluoro-5,6-dihydronaphthalene-1-carbonitrile